α-D-galactopyranosyl-(1→6)-α-D-galactopyranosyl-(1→6)-D-glucose [C@H]1([C@H](O)[C@@H](O)[C@@H](O)[C@H](O1)CO)OC[C@@H]1[C@@H]([C@@H]([C@H]([C@H](O1)OC[C@H]([C@H]([C@@H]([C@H](C=O)O)O)O)O)O)O)O